CC1=CC=CC=C1N1CCOC2(CC2)C1=O 2-methyl-3-(8-oxo-4-oxa-7-azaspiro[2.5]octan-7-yl)benzene